2'-nitro-3-carboxyl-biphenyl [N+](=O)([O-])C1=C(C=CC=C1)C1=CC(=CC=C1)C(=O)O